FC=1C=C(C(=NC1)N1N=CC=N1)OC1=CC=C(C=C1)C(C)(C)C1=CC=C(OC2CC(C2)NC(OC(C)(C)C)=O)C=C1 tert-butyl ((1r,3r)-3-(4-(2-(4-((5-fluoro-2-(2H-1,2,3-triazol-2-yl)pyridin-3-yl)oxy)phenyl)propan-2-yl)phenoxy)cyclobutyl)carbamate